(10-bromoanthracen-9-yl)diphenylphosphine oxide BrC1=C2C=CC=CC2=C(C2=CC=CC=C12)P(C1=CC=CC=C1)(C1=CC=CC=C1)=O